phosphopantethein P(=O)(O)(O)O[C@@H](C(=O)NCCC(NCCS)=O)C(C)(C)CO